3-(5-(1-benzyl-1,2,3,4-tetrahydro-quinolin-4-yl)-1-oxoisoindolin-2-yl)piperidine-2,6-dione C(C1=CC=CC=C1)N1CCC(C2=CC=CC=C12)C=1C=C2CN(C(C2=CC1)=O)C1C(NC(CC1)=O)=O